CS(=O)(=O)C=1C=C(N)C=CC1C 3-methylsulfonyl-4-methylaniline